NC1(CC2=CC(=CC=C2CC1)OC1=C(C=CC=C1)C1=CC=CC2=CC=CC=C12)C(=O)O 2-amino-7-(2-(naphthalene-1-yl)phenoxy)-1,2,3,4-tetrahydronaphthalene-2-carboxylic acid